7-((2S,5R)-2,5-dimethyl-4-((S)-1-(quinoxalin-6-yl)ethyl)piperazin-1-yl)-4-Methyl-2-(tetrahydro-2H-pyran-2-yl)-2,4-dihydro-5H-pyrazolo[4,3-d]Pyrimidin-5-one C[C@@H]1N(C[C@H](N(C1)[C@@H](C)C=1C=C2N=CC=NC2=CC1)C)C=1C=2C(N(C(N1)=O)C)=CN(N2)C2OCCCC2